BrC=1C(=C(C=CC1)C)N1N=NN(C1=O)C([2H])([2H])[2H] 1-(3-Bromo-2-tolyl)-4-[(2H3)methyl]-1,4-dihydro-5-tetraazolone